C(C)(C)(C)OC(NCC(C1SCCCS1)=NNC(N)=O)=O tert-butyl-(2-(2-carbamoylhydrazono)-2-(1,3-dithian-2-yl)ethyl)carbamate